tert-Butyl 6-(4-((4-(2-(2,6-dioxopiperidin-3-yl)-1,3-dioxoisoindolin-5-yl)piperazin-1-yl) methyl)piperidin-1-yl)nicotinate O=C1NC(CCC1N1C(C2=CC=C(C=C2C1=O)N1CCN(CC1)CC1CCN(CC1)C1=NC=C(C(=O)OC(C)(C)C)C=C1)=O)=O